C(C1=CC=CC=C1)[C@H]1C(N(CC2N(O[C@@H](C(N21)=O)C)C(=O)OCCC(C)C)[C@H](C(=O)NCCCO)CC2=CC=CC=C2)=O isopentyl (3R,6S)-6-benzyl-8-((S)-1-((3-hydroxypropyl)amino)-1-oxo-3-phenylpropan-2-yl)-3-methyl-4,7-dioxohexahydropyrazino[2,1-c][1,2,4]oxadiazine-1(6H)-carboxylate